CN(CCOCCN(C)C)C Bis(2-dimethylamino-ethyl)ether